6,7-dimethoxy-9-(2-(methyl(3-(trifluoromethyl)phenyl)amino)pyrimidin-5-yl)naphtho[2,3-c]furan-1(3H)-one COC1=CC2=CC3=C(C(OC3)=O)C(=C2C=C1OC)C=1C=NC(=NC1)N(C1=CC(=CC=C1)C(F)(F)F)C